O(P([O-])(=O)OP(=O)([O-])[O-])C[C@@H]1[C@H]([C@H]([C@@H](O1)N1C=NC=2C(N)=NC=NC12)O)O Adenosyl diphosphate